C1(=CC=CC=C1)[C@@H](C)NC1=NC(=CC(=N1)NC1CCCCC1)C ((1R)-1-phenylethyl)[4-(cyclohexylamino)-6-methylpyrimidin-2-yl]amine